(+)-6-METHOXY-2,6-DIMETHYLHEPTANAL COC(CCCC(C=O)C)(C)C